phosphonic acid [[(s)-2-(4-amino-2-oxo-1(2H)-pyrimidinyl)-1-(hydroxymethyl) ethoxy] methyl] mono[3-(tetradecyloxy) propyl] ester C(CCCCCCCCCCCCC)OCCCOP(OCO[C@@H](CN1C(N=C(C=C1)N)=O)CO)=O